C1(=CC=CC=C1)N(C=1C=CC=2N(C3=CC=CC=C3C2C1)C1=CC=CC=C1)C1=CC=C(C=C1)C1=CC2=C(C3=CC=CC=C3C(=C2C=C1)C1=CC=CC=C1)C1=CC=CC=C1 N,9-diphenyl-N-[4-(9,10-diphenyl-2-anthryl)phenyl]-9H-Carbazole-3-amine